C(=O)(O)C1=C(C=C(C=C1C)NC(=O)C1=CC=C(C2=CC=CC=C12)C(=O)NC1=CC(=C(C(=C1)C)C(=O)O)C)C N,N'-bis(4-carboxy-3,5-dimethylphenyl)-1,4-naphthalenedicarboxamide